(S)-3-(4-((2S,4S)-2-((difluoromethoxy)methyl)-4-(4-(trifluoromethyl)phenoxy)pyrrolidin-1-yl)benzoylamino)-3-(4-(ethylsulfonyl)phenyl)propionic acid FC(OC[C@H]1N(C[C@H](C1)OC1=CC=C(C=C1)C(F)(F)F)C1=CC=C(C(=O)N[C@@H](CC(=O)O)C2=CC=C(C=C2)S(=O)(=O)CC)C=C1)F